C(C)(CC)C1=C(C(=C(C=C1)O)C(C)CC)C(C)CC Tri-sec.-butylphenol